cyclohexyl-2-iodobenzamide C1(CCCCC1)C=1C(=C(C(=O)N)C=CC1)I